(6-chloro-2-methyl-5-nitro-2,3-dihydrobenzofuran-2-yl)methanol ClC1=CC2=C(CC(O2)(C)CO)C=C1[N+](=O)[O-]